(R)-3,3-dimethylbutan-2-amine hydrochloride Cl.CC([C@@H](C)N)(C)C